C(C)(C)(CC(C)(C)C)N t-Octylamin